F[Sb-](F)(F)(F)(F)F.C1(=CC(=CC=C1)C=1C(=C2C=CC=C3SC=4C=CC=CC4[N+](=C23)C1)C=1C=C(C=CC1)C)C 2,3-di-m-tolylpyrido[3,2,1-kl]phenothiazin-12-ium hexafluoroantimonate